7,7,8,8,9,9,10,10,10-nonafluoro-5-iodo-2,4-dimethyl-5-decen-4-ol FC(C=C(C(CC(C)C)(O)C)I)(C(C(C(F)(F)F)(F)F)(F)F)F